tert-butyl (3-((6-chloro-3-methylpyrazin-2-yl)oxy)phenyl)carbamate ClC1=CN=C(C(=N1)OC=1C=C(C=CC1)NC(OC(C)(C)C)=O)C